methacryl bromide C(=O)(C(=C)C)Br